(3R,4R)-4-((3-(5-fluoro-3-(4-methoxyphenylmethyl)-2,4-dioxo-3,4-dihydropyrimidin-1(2H)-yl)-1-methyl-1H-indazol-6-yl)amino)-3-methylpiperidine-1-carboxylic acid tert-butyl ester C(C)(C)(C)OC(=O)N1C[C@H]([C@@H](CC1)NC1=CC=C2C(=NN(C2=C1)C)N1C(N(C(C(=C1)F)=O)CC1=CC=C(C=C1)OC)=O)C